N-((5-chloro-6-(5-methoxypyrazin-2-yl)-1H-indol-2-yl)methyl)oxetane-3-carboxamide ClC=1C=C2C=C(NC2=CC1C1=NC=C(N=C1)OC)CNC(=O)C1COC1